S1C(=CC=C1)CN(C(=O)N(CCCC)CC(=O)OC)CC=1SC=CC1.C(C)(C)NCCN N'-isopropyl ethylenediamine methyl {[bis(2-thienylmethyl)carbamoyl](butyl)amino}acetate